FC(C1N(CCC1)C(=O)C=1C=CC=NC1)(F)F 5-(2-(trifluoro-methyl)pyrrolidine-1-carbonyl)pyridin